CCC(C(C)(C)C)(C)N[Ti](C)(C)C1C=CC=C1 tetramethyl-cyclopentadienyl-tertiary butylamino-dimethyl-titanium